trans-2-nonenal dimethyl acetal COC(\C=C\CCCCCC)OC